P([O-])([O-])(N)=S phosphoroamidothioate